ClC1=C2N=C(N(C2=NC(=N1)NC1OCCCC1)CC1=CC=C(C=C1)F)I 6-chloro-9-(4-fluorobenzyl)-8-iodo-N-(tetrahydro-2H-pyran-2-yl)-9H-purin-2-amine